C1(CC1)NC(=O)C1=C(C=C(C=C1OC)C1=CN=C2N1C=CC(=C2)C2CN(CCC2)C(=O)OC(C)(C)C)OC(F)F tert-butyl 3-[3-[4-(cyclopropylcarbamoyl)-3-(difluoromethoxy)-5-methoxy-phenyl]imidazo[1,2-a]pyridin-7-yl]piperidine-1-carboxylate